4''-(dibenzo[c,h]acridin-7-yl)-[1,1':3',1''-terphenyl]-4-carbonitrile C1=CC=CC=2C=CC=3C(=C4C=CC5=C(C4=NC3C21)C=CC=C5)C5=CC=C(C=C5)C=5C=C(C=CC5)C5=CC=C(C=C5)C#N